4-(3-benzimidazol-1-yl-benzyl)-piperidine-1-carboxylic acid (2-phenyl-cyclopropyl)-amide C1(=CC=CC=C1)C1C(C1)NC(=O)N1CCC(CC1)CC1=CC(=CC=C1)N1C=NC2=C1C=CC=C2